BrC1=C(C=C(C(=O)N2CC=3N(CC2)C(N(C3C(=O)N[C@H](C)C3=C(C=C(C=C3)OC(F)F)F)C3=CC=C(C=C3)OCC(F)(F)F)=O)C=C1)Cl |r| 7-(4-bromo-3-chloro-benzoyl)-3-oxo-N-[rac-(1R)-1-[4-(difluoromethoxy)-2-fluoro-phenyl]ethyl]-2-[4-(2,2,2-trifluoroethoxy)phenyl]-6,8-dihydro-5H-imidazo[1,5-a]pyrazine-1-carboxamide